C(C)OC1=NC(=NC=C1C(=O)NC=1C=C(C=2N(C1)C=C(N2)C)F)N2CCN(CC2)C 4-ethoxy-N-{8-fluoro-2-methylimidazo[1,2-a]pyridin-6-yl}-2-(4-methylpiperazin-1-yl)pyrimidine-5-carboxamide